acrylamido-N-(2-hydroxyethyl)-N,N-dimethylpropylammonium chloride [Cl-].C(C=C)(=O)NC(CC)[N+](C)(C)CCO